α-Amino-4-methylphenylacetic acid NC(C(=O)O)C1=CC=C(C=C1)C